C1(CC1)N1C=NC2=C(C=C(C=C2C1=O)NC1(CNC1)C1=C(C(=CC=C1F)Cl)Cl)F 3-cyclopropyL-6-{[3-(2,3-dichloro-6-fluorophenyl)azetidin-3-yl]amino}-8-fluoroquinazolin-4-one